3-((2,5-dichlorophenyl)sulfonamido)-N-(thiazol-2-yl)benzamide ClC1=C(C=C(C=C1)Cl)S(=O)(=O)NC=1C=C(C(=O)NC=2SC=CN2)C=CC1